C(C)(C)(C)OC(N(CC1=CC(=CC(=C1)OC(F)(F)F)Br)C1=NC=C(C=N1)C(=O)N1CCC12COC2)=O (5-(6-oxa-1-azaspiro[3.3]heptane-1-carbonyl)pyrimidin-2-yl)(3-bromo-5-(trifluoromethoxy)benzyl)carbamic acid tert-butyl ester